4-n-propyl-1-hepten C(CC)C(CC=C)CCC